1-(4-((3R)-1-(6-(4-(4-Methyl-1-(3-oxetanyl)-1H-pyrazol-5-yl)-1-piperidinyl)-2-(trifluoromethyl)-4-pyrimidinyl)-6-oxa-1-azaspiro[3.3]heptan-3-yl)-1-piperazinyl)-2-propen-1-one CC=1C=NN(C1C1CCN(CC1)C1=CC(=NC(=N1)C(F)(F)F)N1C[C@H](C12COC2)N2CCN(CC2)C(C=C)=O)C2COC2